6,6-dimethyl-1,4,12-trioxa-9-azadispiro[4.2.58.25]pentadecan-10-one CC1(C2(OCCO2)CCC2(C1)NC(COC2)=O)C